C1(CC1)NC=1SC(=CN1)C=O (2-(cyclopropylamino)thiazol-5-yl)methanone